CON(C1=NC(=NC(=N1)NC1CCCCC1)NCC#C)C O,N-Dimethyl-N-(4-cyclohexylamino-6-prop-2-ynylamino-[1,3,5]triazin-2-yl)-hydroxylamine